(2R,3S,4S,5R)-3-(3,4-difluoro-2-((oxetan-3-yloxy)methyl)phenyl)-4,5-dimethyl-5-(trifluoromethyl)tetrahydrofuran-2-carboxamide FC=1C(=C(C=CC1F)[C@H]1[C@@H](O[C@]([C@H]1C)(C(F)(F)F)C)C(=O)N)COC1COC1